2-[methyl-[4-[3-[2-[[2-[(1-methylsulfonylpyrrole-3-carbonyl)amino]acetyl]amino]thiazol-4-yl]phenyl]-2-pyridyl]amino]acetic acid CN(CC(=O)O)C1=NC=CC(=C1)C1=CC(=CC=C1)C=1N=C(SC1)NC(CNC(=O)C1=CN(C=C1)S(=O)(=O)C)=O